9-(2,5-dichloropyrimidin-4-yl)-7-fluoro-3,4-dihydrobenzo[C][2,6]naphthyridine-2(1H)-carboxylic acid tert-butyl ester C(C)(C)(C)OC(=O)N1CC=2C3=C(N=CC2CC1)C(=CC(=C3)C3=NC(=NC=C3Cl)Cl)F